cyclohexylphosphino-2',6'-di-iso-propoxy-1,1'-biphenyl C1(CCCCC1)PC1=C(C=CC=C1)C1=C(C=CC=C1OC(C)C)OC(C)C